O1CCC(CC1)OC=1C=C(C(=O)O)C=CC1 3-(3,4,5,6-tetrahydro-2H-pyran-4-oxy)benzoic acid